[Si](C)(C)(C(C)(C)C)OCCN1N=C(C=C1C(=O)OC)OCOCC[Si](C)(C)C methyl 1-(2-((tert-butyldimethylsilyl)oxy)ethyl)-3-((2-(trimethylsilyl)ethoxy)methoxy)-1H-pyrazole-5-carboxylate